NC1(CN(C1)C1=NC(=NC2=C(C(=CC=C12)C1=CC(=CC2=CC=C(C(=C12)C#C)F)O)F)OC[C@]12CCCN2C[C@@H](C1)F)C 4-(4-(3-amino-3-methylazetidin-1-yl)-8-fluoro-2-(((2R,7aS)-2-fluorotetrahydro-1H-pyrrolizin-7a(5H)-yl)methoxy)quinazolin-7-yl)-5-ethynyl-6-fluoronaphthalen-2-ol